6-chloro-N-[2-(2,4-dimethylphenyl)-2,2-difluoroethyl]-5-methyl-3-[3-(trifluoromethyl)phenoxy]pyridazin-4-carboxamide ClC1=C(C(=C(N=N1)OC1=CC(=CC=C1)C(F)(F)F)C(=O)NCC(F)(F)C1=C(C=C(C=C1)C)C)C